2-(5-([1,1'-biphenyl]-3-yl)-3-cyclopropyl-4-(4-sulfamoylphenoxy)-1H-pyrazol-1-yl)thiazole-4-carboxylic acid C1(=CC(=CC=C1)C1=C(C(=NN1C=1SC=C(N1)C(=O)O)C1CC1)OC1=CC=C(C=C1)S(N)(=O)=O)C1=CC=CC=C1